2-[2-[4-fluoro-2-[5-methyl-1-(2-methylpropyl)pyrazol-4-yl]oxyphenyl]pyrimidin-5-yl]ethanamine FC1=CC(=C(C=C1)C1=NC=C(C=N1)CCN)OC=1C=NN(C1C)CC(C)C